FC1=CC2=C(CC(O2)(C(=O)OC)C)C=C1[N+](=O)[O-] methyl 6-fluoro-2-methyl-5-nitro-2,3-dihydrobenzofuran-2-carboxylate